2-(Methoxymethyl)-4-methyl-N-((R)-3,3,3-trifluoro-2-(((S)-11-oxo-2,3,10,11-tetrahydro-1H,5H-benzo[d]pyrazolo[1,2-a][1,2]diazepin-10-yl)carbamoyl)propyl)thiazol-5-carboxamid COCC=1SC(=C(N1)C)C(=O)NC[C@@H](C(F)(F)F)C(N[C@H]1C2=C(CN3N(C1=O)CCC3)C=CC=C2)=O